N-(1-butyrylpiperidin-4-yl)-4-(quinazolin-4-ylamino)benzenesulfonamide tert-Butyl-7-(5-(4-fluoro-2-hydroxyphenoxy)pyrimidin-4-yl)-2,7-diazaspiro[4.4]nonane-2-carboxylate C(C)(C)(C)OC(=O)N1CC2(CC1)CN(CC2)C2=NC=NC=C2OC2=C(C=C(C=C2)F)O.C(CCC)(=O)N2CCC(CC2)NS(=O)(=O)C2=CC=C(C=C2)NC2=NC=NC1=CC=CC=C21